[Ag].[Al].O water aluminum silver